(E)-4-Azidobut-2-en-1-yl-2-(2-chlorophenyl)-2-diazoacetate N(=[N+]=[N-])C/C=C/COC(C(=[N+]=[N-])C1=C(C=CC=C1)Cl)=O